tert-butyl N-(3-iodo-6-(4-oxopiperidin-1-yl)imidazo[1,2-b]pyridazin-8-yl)-N-(4-methoxybenzyl)glycinate IC1=CN=C2N1N=C(C=C2N(CC(=O)OC(C)(C)C)CC2=CC=C(C=C2)OC)N2CCC(CC2)=O